4-(2-(6-bromoimidazo[1,2-a]pyridin-3-yl)-2-(3-fluoro-4-nitro-1H-pyrazol-1-yl)ethyl)morpholine sodium [Na].BrC=1C=CC=2N(C1)C(=CN2)C(CN2CCOCC2)N2N=C(C(=C2)[N+](=O)[O-])F